benzyl 1-methyl-2,8-diazaspiro[4.5]decane-2-carboxylate trifluoroacetate FC(C(=O)O)(F)F.CC1N(CCC12CCNCC2)C(=O)OCC2=CC=CC=C2